FC=1C(=C(C=NC1)N=C(C1=CC=CC=C1)C1=CC=CC=C1)N1CCCCC1 (5-fluoro-4-(piperidin-1-yl)pyridine-3-yl)-1,1-diphenylmethanimine